6,7-dimethoxy-9-(6-morpholinopyridin-3-yl)naphtho[2,3-c]furan-1(3H)-one COC1=CC2=CC3=C(C(OC3)=O)C(=C2C=C1OC)C=1C=NC(=CC1)N1CCOCC1